5-fluorouridine-5'-monophosphate P(=O)(O)(O)OC[C@@H]1[C@H]([C@H]([C@@H](O1)N1C(=O)NC(=O)C(=C1)F)O)O